tert-butyl methyl((1r,3r)-3-((5-(5-methyl-5H-pyrido[4,3-b]indol-7-yl)pyridin-2-yl)oxy)cyclobutyl)carbamate CN(C(OC(C)(C)C)=O)C1CC(C1)OC1=NC=C(C=C1)C=1C=CC=2C3=C(N(C2C1)C)C=CN=C3